[Na+].IC1=CC=C(C=C1)N1[NH2+]C(=NN1C1=CC=C(C=C1)[N+](=O)[O-])C1=C(C=C(C=C1)S(=O)(=O)O)S(=O)(=O)O 2-(4-iodophenyl)-3-(4-nitrophenyl)-5-(2,4-disulfophenyl)2H-tetrazolium monosodium salt